furane-carboxylic acid O1C(=CC=C1)C(=O)O